N,N-dimethylaminoethyl-styrene CN(C)CCC=CC1=CC=CC=C1